NC=1N2C(C=3N(C(N(C3N1)CCN(C)C)=O)C)=NC(=N2)C=2OC=CC2 5-Amino-3-(2-dimethylamino-ethyl)-8-furan-2-yl-1-methyl-1,3-dihydro-[1,2,4]triazolo[5,1-i]purin-2-one